2-[[(1R)-1-(3,6-dimethyl-2-methylsulfanyl-4-oxo-quinazolin-8-yl)ethyl]amino]-5-fluoro-benzoic acid CN1C(=NC2=C(C=C(C=C2C1=O)C)[C@@H](C)NC1=C(C(=O)O)C=C(C=C1)F)SC